BrC1=CC=C2C(=NC(=NC2=C1)Cl)NC 7-bromo-2-chloro-N-methyl-quinazolin-4-amine